The molecule is a long-chain fatty acid anion resulting from the removal of a proton from the carboxy group of icosanoic acid (arachidic acid). It has a role as a human metabolite. It is a long-chain fatty acid anion, a fatty acid anion 20:0 and a 2-saturated fatty acid anion. It is a conjugate base of an icosanoic acid. CCCCCCCCCCCCCCCCCCCC(=O)[O-]